O=C1N(C(CC1)=O)OC(=O)C=1C=NN2C1C=CC=C2 Pyrazolo[1,5-a]Pyridine-3-carboxylic acid (2,5-dioxopyrrolidin-1-yl) ester